N1(C2=C(OCC1)N=CC=C2)C=2C=NC=1CCN(CC1C2)C=2C(=CC=1N(N2)C(C=C(N1)C)=O)C 7-(3-(2,3-dihydro-1H-pyrido[2,3-b][1,4]oxazin-1-yl)-7,8-dihydro-1,6-naphthyridin-6(5H)-yl)-2,8-dimethyl-4H-pyrimido[1,2-b]pyridazin-4-one